N-(4-(1-(2,2,2-trifluoroethyl)-1H-pyrazol-4-yl)quinolin-8-yl)-4-(trifluoromethyl)benzamide FC(CN1N=CC(=C1)C1=CC=NC2=C(C=CC=C12)NC(C1=CC=C(C=C1)C(F)(F)F)=O)(F)F